(2R)-N-((R or S)-(3-chloro-4-cyano-phenyl)(5-chloro-6-(trifluoromethyl)pyridin-3-yl)methyl)-2-methyl-3-oxopiperazine-1-carboxamide ClC=1C=C(C=CC1C#N)[C@@H](NC(=O)N1[C@@H](C(NCC1)=O)C)C=1C=NC(=C(C1)Cl)C(F)(F)F |o1:9|